C(CC)OC(CCCCCC/C=C/CCO)OCCC (3E)-11,11-dipropoxy-3-undecen-1-ol